C1(CC1)CN1N=CC=2C=NC(=CC21)C2=NNC=C2NC(=O)N2C1(CC1)CC(CC2)(C(F)(F)F)O N-(3-(1-(Cyclopropylmethyl)-1H-pyrazolo[4,3-c]pyridin-6-yl)-1H-pyrazol-4-yl)-7-hydroxy-7-(trifluoromethyl)-4-azaspiro[2.5]octane-4-carboxamide